trans-3-[(2,3-difluorobenzyl)oxy]-N-{2-fluoro-3-[6-oxo-4-(trifluoromethyl)-1,6-dihydropyrimidine-2-yl]-4-(trifluoromethyl)benzyl}cyclobutane-1-carboxamide FC1=C(CO[C@@H]2C[C@H](C2)C(=O)NCC2=C(C(=C(C=C2)C(F)(F)F)C=2NC(C=C(N2)C(F)(F)F)=O)F)C=CC=C1F